5,6-dimethyl-3-phenylpyrazolo[1,5-a]pyrimidine CC1=NC=2N(C=C1C)N=CC2C2=CC=CC=C2